ethyl 1-(4-(trifluoromethyl)phenyl)imidazo[1,5-a]pyridine-3-carboxylate FC(C1=CC=C(C=C1)C=1N=C(N2C1C=CC=C2)C(=O)OCC)(F)F